ClC=1C(=NC(=NC1)NC1=C(C=C(C=C1)N1CCC(CC1)NCOC=1C=C2CN(C(C2=CC1)=O)C1C(NC(CC1)=O)=O)OC)NC1=C(C=CC=C1)P(=O)(OC)OC 3-(5-(((1-(4-((5-chloro-4-((2-(dimethylphosphono)phenyl)amino)pyrimidin-2-yl)amino)-3-methoxyphenyl)piperidin-4-yl)amino)methoxy)-1-oxoisoindolin-2-yl)piperidine-2,6-dione